CON(C(C1=CC=C(C=C1)C)=O)C N-methoxy-N,4-dimethylbenzamide